cyclopropanoxynitrophenyluracilcarboxylic acid C1(CC1)OC=1C(=C(C=CC1)C1=C(C(NC(N1)=O)=O)C(=O)O)[N+](=O)[O-]